N1(CCCCC1)C(N1CCCCC1)C=C[SiH3] di(piperidino)methylvinylsilane